3,5-dibenzyloxy-4-bromo-benzaldehyde C(C1=CC=CC=C1)OC=1C=C(C=O)C=C(C1Br)OCC1=CC=CC=C1